CC1(C2=CC=CC=C2N(C=2C=CC=CC12)C1=CC=C(C=C1)CCCCCCCC)C 9,9-dimethyl-10-(4-octylphenyl)-9,10-dihydroacridine